BrC=1C(=NC(=NC1)NC1=C(C=C(C(=C1)Cl)N1CCC(CC1)N1CCN(CC1)C)OC)NC=1C(=CC2=C(OCO2)C1)N(S(=O)(=O)C)C N-(6-((5-bromo-2-((5-chloro-2-methoxy-4-(4-(4-methylpiperazin-1-yl)piperidine-1-yl)phenyl)amino)pyrimidin-4-yl)amino)benzo[d][1,3]dioxol-5-yl)-N-methylmethanesulfonamide